triethylmonomethylammonium monomethyl-carbonate COC([O-])=O.C(C)[N+](C)(CC)CC